C(CC(=O)N[C@@H](CSS(=O)O)C(=O)NCC(=O)O)[C@@H](C(=O)O)N The molecule is an S-substituted glutathione that is glutathione in which the mercapto hydrogen has been replaced by a sulfinyl group. It is a tripeptide, a L-cysteine derivative and a S-substituted glutathione. It is a conjugate acid of a glutathione S-sulfinate(2-).